6-(2,6-dichlorophenyl)-2-((4-((2-(dimethylamino)ethyl)(methyl)amino)phenyl)amino)-8-methyl-5-vinylpyrido[2,3-d]pyrimidin-7(8H)-one ClC1=C(C(=CC=C1)Cl)C1=C(C2=C(N=C(N=C2)NC2=CC=C(C=C2)N(C)CCN(C)C)N(C1=O)C)C=C